N1-[2-(didodecylamino)ethyl]-N1,N4,N4-tricyclododecyl-1,4-piperazinediethylamine C(CCCCCCCCCCC)N(CCN(CCN1CCN(CC1)CCN(C1CCCCCCCCCCC1)C1CCCCCCCCCCC1)C1CCCCCCCCCCC1)CCCCCCCCCCCC